(2,2-difluorocyclopropyl)(4-fluorophenyl)methanol FC1(C(C1)C(O)C1=CC=C(C=C1)F)F